N(=[N+]=[N-])CCCC(N[C@@H](C(N[C@@H](CCOCCOCCOCCOCCC(=O)OC1=C(C(=C(C(=C1F)F)F)F)F)CCCCN=[N+]=[N-])=O)CCCCN=[N+]=[N-])=O perfluorophenyl (16R,19R)-24-azido-16,19-bis(4-azidobutyl)-18,21-dioxo-4,7,10,13-tetraoxa-17,20-diazatetracosanoate